4-iodo-1-(3-((methoxy-d3)methyl)bicyclo[1.1.1]pentan-1-yl)-1H-pyrazole IC=1C=NN(C1)C12CC(C1)(C2)COC([2H])([2H])[2H]